(9H-Fluoren-9-yl)methyl ((6S,9S,16S)-1,20-diamino-6-((4-(hydroxymethyl)phenyl)carbamoyl)-9-isopropyl-1,8,11,15-tetraoxo-2,7,10,14-tetraazaeicosan-16-yl)carbamate NC(NCCC[C@H](NC([C@@H](NC(CCNC([C@H](CCCCN)NC(OCC1C2=CC=CC=C2C=2C=CC=CC12)=O)=O)=O)C(C)C)=O)C(NC1=CC=C(C=C1)CO)=O)=O